(3-(4-(6-methyl-1,2,4,5-tetrazin-3-yl) phenyl)-1-((4-(methylsulfanyl)-1-oxo-1-(phenylamino) butan-2-yl) amino)-1-oxopropan-2-yl) carbamate C(N)(OC(C(=O)NC(C(NC1=CC=CC=C1)=O)CCSC)CC1=CC=C(C=C1)C=1N=NC(=NN1)C)=O